COC(=O)C1CNCC1C1=C(C=C(C(=C1)Cl)Cl)O rel-4-(4,5-dichloro-2-hydroxyphenyl)pyrrolidine-3-carboxylic acid methyl ester